Pentamethylcyclopentadienyl-(1-n-heptyl-6,6-dimethyl-1,5,6,7-tetrahydro-s-indacenyl)hafnium CC1=C(C(=C(C1([Hf]C1(C=CC2=CC=3CC(CC3C=C12)(C)C)CCCCCCC)C)C)C)C